CC1=NC(=CC(=C1)C=1NC2=CC=C(C=C2C1C(C)C)C1CCN(CC1)C(C(=O)NCC1CCNCC1)=O)C 2-(4-(2-(2,6-dimethylpyridin-4-yl)-3-isopropyl-1H-indol-5-yl)piperidin-1-yl)-2-oxo-N-(piperidin-4-ylmethyl)acetamide